CC1=C(C2=C(N=CN=C2NC2(CC2)C)O1)C(=O)NC=1N=C(SC1)C 6-methyl-N-(2-methyl-1,3-thiazol-4-yl)-4-[(1-methylcyclopropyl)amino]furo[2,3-d]pyrimidine-5-carboxamide